C(CCCCCCCCCCCC)P(OCCCCCCCC)(OCCCCCCCC)([O-])CCCCCCCCCCCCC.C(CCCCCCCCCCCC)P(OCCCCCCCC)(OCCCCCCCC)([O-])CCCCCCCCCCCCC tetra-octyl bis(ditridecyl phosphite)